(2S,4S)-4-(2-methyl-2-(2-(trifluoromethyl)pyridin-4-yl)propanamido)-1-(2-methylbenzofuro[3,2-d]pyrimidin-4-yl)pyrrolidine-2-carboxylic acid CC(C(=O)N[C@H]1C[C@H](N(C1)C=1C2=C(N=C(N1)C)C1=C(O2)C=CC=C1)C(=O)O)(C)C1=CC(=NC=C1)C(F)(F)F